C(CCCCCC)(=O)OCC(COC(CCCCCC)=O)(C)C neopentylene glycol diheptanoate